N-((2-(4-methylpiperazin-1-yl)pyridin-4-yl)methyl)-6-(1H-pyrrolo[2,3-b]pyridin-3-yl)quinazolin-4-amine CN1CCN(CC1)C1=NC=CC(=C1)CNC1=NC=NC2=CC=C(C=C12)C1=CNC2=NC=CC=C21